(S)-(2-cyclopropyl-4-((1-(6-(trifluoromethyl)pyridin-3-yl)pyrrolidin-3-yl)methoxy)pyrimidin-5-yl)methanol C1(CC1)C1=NC=C(C(=N1)OC[C@@H]1CN(CC1)C=1C=NC(=CC1)C(F)(F)F)CO